FC=1C=CC(=C(C#N)C1)N1CCN(CC1)C(CCC=1NC(C2=C(C=CC=C2C1)F)=O)=O 5-fluoro-2-(4-(3-(8-fluoro-1-oxo-1,2-dihydroisoquinolin-3-yl)propanoyl)piperazin-1-yl)benzonitrile